BrC=1C=CC=C(C1)OC1=C(C=CC(=C1)C(F)(F)F)F 3-bromo-5-[2-fluoro-5-(trifluoromethyl)phenoxy]benzene